4-(7-methyl-1-{[2-(trimethylsilyl)ethoxy]methyl}-1H-pyrrolo[3,2-c]pyridin-4-yl)benzoic acid CC=1C2=C(C(=NC1)C1=CC=C(C(=O)O)C=C1)C=CN2COCC[Si](C)(C)C